N[C@H](C(=O)N1[C@@H](C[C@H](C1)O)C(=O)NCC1=CC=C(C=C1)C#C)C(CCO)(C)C (2S,4R)-1-[(2S)-2-amino-5-hydroxy-3,3-dimethyl-pentanoyl]-N-[(4-ethynylphenyl)methyl]-4-hydroxy-pyrrolidine-2-carboxamide